8-chloro-5-[[2-[3-(6-fluoro-[1,2,4]triazolo[4,3-a]pyridin-7-yl)-3-hydroxy-propyl]-2-azaspiro[3.3]heptan-6-yl]oxy]-2-methyl-isoquinolin-1-one ClC=1C=CC(=C2C=CN(C(C12)=O)C)OC1CC2(CN(C2)CCC(O)C2=CC=3N(C=C2F)C=NN3)C1